C(C=C)(=O)N1CC(CC1)N1C(N(C2=C1C=CC=C2)C2=CC=C(C=C2)C2CCCCC2)=O 1-(1-acryloylpyrrolidin-3-yl)-3-(4-cyclohexylphenyl)-1,3-dihydro-2H-benzo[d]imidazol-2-one